(7E)-11-iodo-1,1-dihexyloxy-7-undecene ICCC/C=C/CCCCCC(OCCCCCC)OCCCCCC